2-(7-Oxa-2-azaspiro[3.5]nonan-2-yl)ethylamine dihydrochloride Cl.Cl.C1N(CC12CCOCC2)CCN